FC(C1CCC(CC1)NC(=O)C1=NC(=NC(=C1)C(C)(C)O)C1=CN=CN1C)F N-(4-(difluoromethyl)cyclohexyl)-6-(2-hydroxy-prop-2-yl)-2-(1-methyl-1H-imidazol-5-yl)pyrimidine-4-carboxamide